NC=1C=2N(C=CN1)C(=NC2C2=CC=C(C=C2)[C@@](C)(O)C2=CC(=CC=C2)C(F)F)[C@H]2CN1C(CC[C@@H]1CC2)=O (6R,8aS)-6-[8-Amino-1-(4-{(1R)-1-[3-(difluoromethyl)phenyl]-1-hydroxyethyl}phenyl)imidazo[1,5-a]pyrazin-3-yl]hexahydroindolizin-3(2H)-on